FC=1C=C(C(=O)NC2=CC=C(C=C2)N2CCCC2)C=C(C1O)C=NC1=CC=CC=C1 3-fluoro-4-hydroxy-5-((phenylimino)methyl)-N-(4-(pyrrolidin-1-yl)phenyl)benzamide